(R)-4-(2-fluorobenzoyl)-N-((1-methylpyrrolidin-3-yl)methyl)-3,4-dihydroquinoxaline FC1=C(C(=O)N2CCN(C3=CC=CC=C23)C[C@H]2CN(CC2)C)C=CC=C1